((2-(2'-cyano-3'-(6,7-difluoro-5-(pyrrolidin-1-ylmethyl)benzo[d]oxazol-2-yl)-2-methyl-[1,1'-biphenyl]-3-yl)-6-(difluoromethoxy)benzo[d]oxazol-5-yl)methyl)-L-proline C(#N)C1=C(C=CC=C1C=1OC2=C(N1)C=C(C(=C2F)F)CN2CCCC2)C2=C(C(=CC=C2)C=2OC1=C(N2)C=C(C(=C1)OC(F)F)CN1[C@@H](CCC1)C(=O)O)C